C\C(=C/CCC=O)\CCC=C(C)C (E)-5,9-dimethyldec-4,8-dienal